((R)-7-Benzyloxy-2,3-dihydro-benzo[1,4]dioxin-2-ylmethyl)-indan-1-yl-amine C(C1=CC=CC=C1)OC=1C=CC2=C(O[C@@H](CO2)CNC2CCC3=CC=CC=C23)C1